(3Z)-6-(pentyloxymethoxy)-3-hexenylmagnesium bromide C(CCCC)OCOCC\C=C/CC[Mg]Br